5-[4-chloro-5-(cyclopropoxycarbonyl)-2-fluoro-phenyl]-2-(3,4-dichlorophenyl)-1-ethyl-6-methyl-4-oxo-pyridine-3-carboxylic acid tert-butyl ester C(C)(C)(C)OC(=O)C1=C(N(C(=C(C1=O)C1=C(C=C(C(=C1)C(=O)OC1CC1)Cl)F)C)CC)C1=CC(=C(C=C1)Cl)Cl